N[C@](CCC1=CC=C(N1C)C(CCCC1=CC=C(C=C1)C)=O)(CO)C (R)-1-(5-(3-amino-4-hydroxy-3-methylbutyl)-1-methyl-1H-pyrrol-2-yl)-4-(p-tolyl)butan-1-one